ClC1=C(C(=CC=C1Cl)F)C1(CN(CC1)C(C=C)=O)NC=1C=CC2=C(N(N=C2C1)CC(=O)OCC)C(F)(F)F ethyl 2-(6-{[3-(2,3-dichloro-6-fluorophenyl)-1-(prop-2-enoyl)pyrrolidin-3-yl]amino}-3-(trifluoromethyl)indazol-2-yl)acetate